Androstan-6-one C[C@@]12CCC[C@H]1[C@@H]1CC(C3CCCC[C@]3(C)[C@H]1CC2)=O